ClC1=NN=C2N1C1=CC=CC=C1C(=N2)N(C)C2=CC(=CC=C2)C=2C=NC(=CC2)N2CCC(CC2)OC chloro-N-(3-(6-(4-methoxypiperidin-1-yl)pyridin-3-yl)phenyl)-N-methyl-[1,2,4]triazolo[4,3-a]quinazolin-5-amine